4-(2-cyanoprop-2-yl)-N-(3-fluoro-5-(7-((4-methoxybenzyl)(methyl)amino)-1,6-naphthyridin-3-yl)-4-methylphenyl)picolinamide C(#N)C(C)(C)C1=CC(=NC=C1)C(=O)NC1=CC(=C(C(=C1)C=1C=NC2=CC(=NC=C2C1)N(C)CC1=CC=C(C=C1)OC)C)F